CNC(C)C1=CC=CC=C1 methyl-(1-phenylethyl)amine